4-[2-[1-[2-(2,4-dimethoxypyrimidin-5-yl)pyrazolo[1,5-a]pyrazin-4-yl]-4,4-difluoro-pyrrolidin-3-yl]oxyethyl]morpholine COC1=NC=C(C(=N1)OC)C1=NN2C(C(=NC=C2)N2CC(C(C2)(F)F)OCCN2CCOCC2)=C1